C1(=CC=CC=C1)C(=S)C=1N2CCC(C2=CC1)C(=O)OC1=CC(=C(C=C1)C=1SSC(C1)=S)OC [3-methoxy-4-(5-thioxodithiol-3-yl)phenyl] 5-(benzenecarbonothioyl)-2,3-dihydro-1H-pyrrolizine-1-carboxylate